1-(((1r,4r)-4-((allyloxy)methyl)cyclohexyl)oxy)-3-bromo-2-methylbenzene C(C=C)OCC1CCC(CC1)OC1=C(C(=CC=C1)Br)C